4,4'-bis(triethoxysilyl)-1,1-biphenyl C(C)O[Si](C1=CC=C(C=C1)C1=CC=C(C=C1)[Si](OCC)(OCC)OCC)(OCC)OCC